2-({2-Chloro-5H,6H,7H-cyclopenta[d]pyrimidin-4-yl}(methyl)amino)-N-cyclohexylpropanamide ClC=1N=C(C2=C(N1)CCC2)N(C(C(=O)NC2CCCCC2)C)C